7-fluorodibenzo[b,d]furan-2-ylsulfonyl-L-leucine methyl ester COC([C@@H](NS(=O)(=O)C1=CC2=C(OC3=C2C=CC(=C3)F)C=C1)CC(C)C)=O